rac-2-chloro-5-((3aR,5R,7S,7aR)-1,3,3,5,7-pentamethyloctahydrobenzo[c]isoxazol-5-yl)benzonitrile ClC1=C(C#N)C=C(C=C1)[C@]1(C[C@@H]2[C@H](N(OC2(C)C)C)[C@H](C1)C)C |r|